CN1N=CC(=C1C)S(=O)(=O)N1CC(=C(CC1)C=1C(=CC=2N(C1)N=CN2)C)C#N 1-((1,5-dimethyl-1H-pyrazol-4-yl)sulfonyl)-4-(7-methyl-[1,2,4]triazolo[1,5-a]pyridin-6-yl)-1,2,5,6-tetrahydropyridine-3-carbonitrile